[N+](=O)([O-])C=1C=C(C=CC1)CC(=O)OC Methyl 2-(3-nitrophenyl)acetate